7-bromo-1-cyclopropyl-2-methyl-imidazo[4,5-C]pyridine BrC=1C2=C(C=NC1)N=C(N2C2CC2)C